C(C1=CC=CC=C1)OC1=C(C(=C2C[C@@H](N(C2=C1)C(=O)OC(C)(C)C)CN[C@H](C)CC)F)N(C(C(F)(F)F)=O)CC(=O)OC(C)(C)C tert-butyl (2R)-6-(benzyloxy)-2-({[(2R)-butan-2-yl]amino}methyl)-5-[(2-tert-butoxy-2-oxoethyl)(trifluoroacetyl)amino]-4-fluoro-2,3-dihydro-1H-indole-1-carboxylate